FC(C=1N=CC=2N(C1)C(=CN2)C2=NC=CC(=N2)C=2CCN(CC2)C(C)=O)F 1-(4-(2-(6-(Difluoromethyl)imidazo[1,2-a]pyrazin-3-yl)pyrimidin-4-yl)-3,6-dihydropyridin-1(2H)-yl)ethan-1-one